ClC(COC(=O)NC1C[C@H]2CC[C@@H](C1)N2C(=O)OC(C)(C)C)(Cl)Cl tert-butyl (1R,3R,5S)-3-[[(2,2,2-trichloroethoxy) carbonyl] amino]-8-azabicyclo[3.2.1]octane-8-carboxylate